OC=1C=C2C=CC(=CC2=CC1)C1(C2=CC=C(C=C2C=2C=C(C=CC12)C1=CC=C2C=CC3=CC=CC4=CC=C1C2=C34)C3=CC=C4C=CC2=CC=CC1=CC=C3C4=C21)C2=CC1=CC=C(C=C1C=C2)O 9,9-bis(6-hydroxy-2-naphthyl)-3,6-di(1-pyrenyl)fluorene